ClC1=CC=C(C=C1)[C@@]1(N(C(C2=CC(=CC(=C12)F)C(CC)(O)C1(CCN(CC1)C)F)=O)CC1=NC=C(C=N1)Cl)OC (3R)-3-(4-chlorophenyl)-2-[(5-chloropyrimidin-2-yl)methyl]-4-fluoro-6-[1-(4-fluoro-1-methylpiperidin-4-yl)-1-hydroxypropyl]-3-methoxy-2,3-dihydro-1H-isoindol-1-one